[Pt+2].C(C)(C)[Si](C(C(=O)C1=CC=CC=C1)C(=O)C(C)C)(OC)OC.C(C)(C)[Si](C(C(=O)C1=CC=CC=C1)C(=O)C(C)C)(OC)OC bis[2-(isopropyldimethoxysilyl)1-phenyl-3-isopropyl-1,3-propanedione] platinum (II)